4-((2S,5R)-2,5-diethyl-4-(1-(4-((4-hydroxypiperidin-1-yl)methyl)phenyl)ethyl)piperazin-1-yl)-1-methyl-2-oxo-1,2-dihydropyrido[3,2-d]pyrimidine-6-carbonitrile C(C)[C@@H]1N(C[C@H](N(C1)C(C)C1=CC=C(C=C1)CN1CCC(CC1)O)CC)C=1C2=C(N(C(N1)=O)C)C=CC(=N2)C#N